4-(4,4-difluorocyclohexyl)-6,7-dimethyl-2-((2r,4s)-2-(1-methyl-1H-pyrazol-4-yl)tetrahydro-2H-pyran-4-yl)pteridine FC1(CCC(CC1)C1=NC(=NC2=NC(=C(N=C12)C)C)[C@@H]1C[C@@H](OCC1)C=1C=NN(C1)C)F